ClC=1C=CC(=C(C1)NC(=O)NCC=1C(=C2CN(C(C2=CC1)=O)C1C(NC(CC1)=O)=O)F)O 1-(5-chloro-2-hydroxyphenyl)-3-((2-(2,6-dioxopiperidin-3-yl)-4-fluoro-1-oxoisoindolin-5-yl)methyl)urea